2-(3-Cyanophenyl)-5-trifluoromethyl-2H-pyrazole-3-carboxylic acid [3-(pentylamino-phenyl-methyl)-phenyl]-amide C(CCCC)NC(C=1C=C(C=CC1)NC(=O)C=1N(N=C(C1)C(F)(F)F)C1=CC(=CC=C1)C#N)C1=CC=CC=C1